[Zr].[Ag] silver-zirconium